diphenyl-ethylene disodium [Na].[Na].C1(=CC=CC=C1)C=CC1=CC=CC=C1